4,4'-methylenebis[2-methylcyclohexylamine] C(C1CC(C(CC1)N)C)C1CC(C(CC1)N)C